NCC=1C(=C2CN(C(C2=CC1)=O)C1CNCCC1)C 3-[5-(aminomethyl)-4-methyl-1-oxo-2,3-dihydro-1H-isoindol-2-yl]Piperidine